5-(2,6-dichloro-4-nitrophenoxy)-1-(4-methylbenzene-sulfonyl)-indole ClC1=C(OC=2C=C3C=CN(C3=CC2)S(=O)(=O)C2=CC=C(C=C2)C)C(=CC(=C1)[N+](=O)[O-])Cl